7-bromo-2-(5-decylpentadecyl)-4-(thien-2-yl)-2H-[1,2,3]triazolo[4,5-c]pyridine BrC=1C=2C(C(=NC1)C=1SC=CC1)=NN(N2)CCCCC(CCCCCCCCCC)CCCCCCCCCC